methyl 2-(chloromethyl)-3-{[(2S)-oxetan-2-yl] methyl}benzo[d]imidazole-5-carboxylate ClCC=1N(C2=C(N1)C=CC(=C2)C(=O)OC)C[C@H]2OCC2